NC1=C(C=CC(=C1)C(F)(F)F)C1=C(C=C(N=N1)N[C@H]1CN(CCC1)C(C)C)C (R)-6-(2-Amino-4-(trifluoromethyl)phenyl)-N-(1-isopropylpiperidin-3-yl)-5-methyl-pyridazin-3-amine